COC(C1=C(C=C(C=C1)C(=C)F)C)=O 4-(1-fluorovinyl)-2-methylbenzoic acid methyl ester